COC1=C(C=CC(=C1)CNC(CC(CCCCC)O)=O)[O-] 2-methoxy-4-{[N-(3-hydroxy-1-oxooctyl)amino]methyl}phenolate